N1=C(C=CC=C1)CNC(=O)C=1N=CNC1 N-(pyridin-2-ylmethyl)-1H-imidazole-4-carboxamide